N-(3-(3,5-dimethyl-1H-pyrazol-1-yl)propyl)-2-(4-(methylcarbamoyl)phenyl)benzo[d]imidazo[2,1-b]thiazole-7-carboxamide CC1=NN(C(=C1)C)CCCNC(=O)C1=CC2=C(N3C(S2)=NC(=C3)C3=CC=C(C=C3)C(NC)=O)C=C1